anthracenyl-alanine C1(=CC=CC2=CC3=CC=CC=C3C=C12)N[C@@H](C)C(=O)O